1-naphthalen-3-yl-1-naphthalen-yl-methane C1=CC(=CC2=CC=CC=C12)CC1=CC=CC2=CC=CC=C12